FC(C=1C=C(C=C(C1)C(F)(F)F)C1=C2C=C(CC2=CC=C1)C)(F)F 4-(3,5-bis(trifluoromethyl)phenyl)-2-methyl-1H-indene